CC1(NC2=CC(=CC=C2CC1)C1CN(C1)C1CN(C1)C)C 2,2-dimethyl-7-(1'-methyl-1,3'-biazetidin-3-yl)-1,2,3,4-tetrahydroquinoline